O=C1C(=CN=C(N1CC(=O)OC(C)(C)C)C1=CC=CC=C1)NCCCCOC1=CC=CC=C1 tert-butyl 2-(6-oxo-5-((4-phenoxybutyl)amino)-2-phenylpyrimidin-1(6H)-yl)acetate